(3R)-3-(4-Chlorophenyl)-2-[(5-chloropyridin-2-yl)methyl]-6-(2-hydroxypropan-2-yl)-3-(2-methansulfonylethoxy)-2,3-dihydro-1H-isoindol-1-on ClC1=CC=C(C=C1)[C@@]1(N(C(C2=CC(=CC=C12)C(C)(C)O)=O)CC1=NC=C(C=C1)Cl)OCCS(=O)(=O)C